[NH4+].[Pt+2].C(C)O ethanol platinum ammonium